COC1=CC=C(C=C1)N1C[C@H](N[C@H](C1)C)C (3R,5S)-1-(4-methoxyphenyl)-3,5-dimethylpiperazine